2-(2-hydroxy-6-methoxyphenyl)imidazole OC1=C(C(=CC=C1)OC)C=1NC=CN1